C(C)N(CCC[Si](OCC)(OCC)C)C [3-(ethylmethylamino)propyl]methyldiethoxysilane